CCCCCCCC/C=C\CCCCCCCC(=O)O[C@H]1CC[C@@]2([C@H]3CC[C@]4([C@H]([C@@H]3CC=C2C1)CC[C@@H]4[C@H](C)CCCC(C)C)C)C cholesteryl cis-9-octadecenoate